FC(C(=O)O)(F)F.COC1=NC=C(N=C1)C1CNCCC1 2-methoxy-5-(piperidin-3-yl)pyrazine, trifluoroacetic acid salt